2,4,6-Trichloro-1-methyl-1H-imidazo[4,5-c]pyridine ClC=1N(C2=C(C(=NC(=C2)Cl)Cl)N1)C